CN1CCN(CC1)C=1OC2=C(N1)C=C(C=C2)C(=O)O 2-(4-methylpiperazin-1-yl)benzo[d]oxazole-5-carboxylic acid